2,6,7,9-tetrahydro-3H,5H-[1,2,4]triazolo[3,4-c][1,4]oxazepin-3-one N=1NC(N2C1COCCC2)=O